4-(1-(cyanodipyridin-2-ylmethyl)-6-(3,5-dimethylisoxazol-4-yl)-1H-pyrrolo[3,2-b]pyridin-3-yl)benzoic acid C(#N)C(N1C=C(C2=NC=C(C=C21)C=2C(=NOC2C)C)C2=CC=C(C(=O)O)C=C2)(C2=NC=CC=C2)C2=NC=CC=C2